FC(CCCO)(C(F)(F)F)F 4,4,5,5,5-pentafluoropentanol